C1CC12CCN(CC2)C2=CC(=NC=C2N2N=NC(=C2)C2=NC(=NC(=C2)C)N2CCC(CC2)(F)F)NS(=O)(=O)CCO N-(4-{6-azaspiro[2.5]octane-6-yl}-5-{4-[2-(4,4-difluoropiperidin-1-yl)-6-Methylpyrimidin-4-yl]-1H-1,2,3-triazol-1-yl}pyridin-2-yl)-2-hydroxyethane-1-sulfonamide